3-bromo-2-methyl-4-[[4-(trifluoromethyl)phenyl]methyl]thieno[3,2-b]pyrrole-5-carboxylic acid BrC1=C(SC2=C1N(C(=C2)C(=O)O)CC2=CC=C(C=C2)C(F)(F)F)C